FC=1C=C(C=CC1F)N1C=CC2=CC(=CC=C12)N 1-(3,4-difluorophenyl)-1H-indol-5-amine